COC(C1=C(N=C(C=C1O)C)C)=O 4-hydroxy-2,6-dimethylnicotinic acid methyl ester